NC=1C=NC=C(C(=O)N)C1 5-aminonicotinamide